(3S)-N-[6'-(2-hydroxyethoxy)-2-methyl-5'-(morpholin-4-yl)-[3,3'-bipyridin]-5-yl]-3-(trifluoromethyl)pyrrolidine-1-carboxamide OCCOC1=C(C=C(C=N1)C=1C(=NC=C(C1)NC(=O)N1C[C@H](CC1)C(F)(F)F)C)N1CCOCC1